(9S)-7-(4-chlorophenyl)-4,5,13-trimethyl-3-thia-1,8,11,12-tetraazatricyclo[8.3.0.02,6]trideca-2(6),4,7,10,12-pentaen ClC1=CC=C(C=C1)C=1C=2C(=C(SC2N2C(=NN=C2CN1)C)C)C